O=C1N(C=CC(N1)=O)CCNC(C1=C(C=CC=C1)NC)=O N-(2-(2,4-dioxo-3,4-dihydropyrimidin-1(2H)-yl)ethyl)-2-(methylamino)benzamide